(S)-3-(3-(4-hydroxy-1-methyl-2-oxo-1,2-dihydropyridin-3-yl)ureido)-3-(5-methoxy-3'-(trifluoromethoxy)biphenyl-3-yl)propionic acid OC1=C(C(N(C=C1)C)=O)NC(N[C@@H](CC(=O)O)C=1C=C(C=C(C1)OC)C1=CC(=CC=C1)OC(F)(F)F)=O